N-methyl-N-prop-2-ynyl-amine CNCC#C